OC1=NC=NC2=CC(=C(C=C12)NC1CCN(CC1)C(=O)OC(C)(C)C)OC tert-butyl 4-((4-hydroxy-7-methoxyquinazolin-6-yl)amino)piperidine-1-carboxylate